9-ethyl-3-(2-methylpyrazolo[1,5-a]pyrimidine-7-yl)-9H-carbazole C(C)N1C2=CC=CC=C2C=2C=C(C=CC12)C1=CC=NC=2N1N=C(C2)C